C(C)(C)(C)OC(NC1(CCC1)C=1C(=NC(=NC1)Cl)SC)=O (1-(2-chloro-4-(methylthio)pyrimidin-5-yl)cyclobutyl)carbamic acid tert-butyl ester